FC1=CC=C(C=C1)C1OC(OC1)=O 4-(4-fluorophenyl)-1,3-dioxolan-2-one